Naphthalen-2-yl (((cis-3-(2-amino-6-methoxy-9H-purin-9-yl)cyclobutyl)methoxy)(4-bromophenoxy)phosphoryl)-L-alaninate NC1=NC(=C2N=CN(C2=N1)[C@H]1C[C@H](C1)COP(=O)(OC1=CC=C(C=C1)Br)N[C@@H](C)C(=O)OC1=CC2=CC=CC=C2C=C1)OC